BrC1=CC(=NC=C1)C(C(=O)N)N1CCNCC1 (4-bromopyridin-2-yl)-2-(piperazin-1-yl)acetamide